C(=O)(OC(C)(C)C)N[C@@H](CCCCN)C(=O)OC=1C(C(=O)NC2=C(C=C(C=C2)[N+](=O)[O-])Cl)=CC(=CC1)Cl 2-O-(N-BOC-L-lysyl)-4'-nitro-2',5-dichlorosalicylanilide